CN1C(C2=CC=CC(=C2C1=O)O[C@@H](CCNC)C=1SC=CC1)=O (S)-2-methyl-4-(3-(methylamino)-1-(thiophen-2-yl)propoxy)isoindoline-1,3-dione